methyl 4-[4-benzyloxy-5-cyano-1-(4-fluorophenyl)-2-tetrahydropyran-4-yl-indol-3-yl]benzoate C(C1=CC=CC=C1)OC1=C2C(=C(N(C2=CC=C1C#N)C1=CC=C(C=C1)F)C1CCOCC1)C1=CC=C(C(=O)OC)C=C1